Cis-3-amino-2-((6-phenylpyridin-2-yl)methyl)piperidine-1-carboxylic acid tert-butyl ester C(C)(C)(C)OC(=O)N1[C@H]([C@H](CCC1)N)CC1=NC(=CC=C1)C1=CC=CC=C1